FC(C1=CC(=C(OCC2=C(C=C(C=C2)C2C=3C(NC(C2)=O)=NNC3)OC)C=C1)C(F)(F)F)F (-)-4-(4-{[4-(Difluoromethyl)-2-(trifluoromethyl)phenoxy]methyl}-3-methoxyphenyl)-2H,4H,5H,6H,7H-pyrazolo[3,4-b]pyridin-6-one